3-Aminophenothiazine NC=1C=CC=2NC3=CC=CC=C3SC2C1